oxazol-5-ylmethyl (4-(2-(dimethylcarbamoyl)-2-azaspiro[3.3]heptan-6-yl)-3-fluorophenyl)carbamate CN(C(=O)N1CC2(C1)CC(C2)C2=C(C=C(C=C2)NC(OCC2=CN=CO2)=O)F)C